3-aminopropylphenylmethyl-n-propoxysilane NCCC[SiH](OCCC)CC1=CC=CC=C1